1-(7,8-dihydroxyquinazolin-4-yl)piperidine-4-carboxylic acid ethyl ester C(C)OC(=O)C1CCN(CC1)C1=NC=NC2=C(C(=CC=C12)O)O